2-(2-oxo-imidazolidin-1-yl)ethyl methacrylate C(C(=C)C)(=O)OCCN1C(NCC1)=O